ClC1=NC=CC(=N1)OCC1=C(C#N)C=CC=C1F (((2-Chloropyrimidin-4-yl)oxy)methyl)-3-fluorobenzonitrile